N-(oxoindan-5-yl)prop-2-enamide O=C1CCC2=CC(=CC=C12)NC(C=C)=O